FC=1C(=NC=CC1)COC1=NN=C(S1)NC(C1=CN=C(C=C1C1=C(C=CC=C1)OC)C)=O N-(5-((3-fluoropyridin-2-yl)methoxy)-1,3,4-thiadiazol-2-yl)-4-(2-methoxyphenyl)-6-methylnicotinamide